CS(=O)(=O)NC1=CC=C(C(=O)NC2CCC3=CC(=CC=C23)C(F)(F)F)C=C1 4-(methanesulfonamido)-N-[5-(trifluoromethyl)indan-1-yl]benzamide